N[C@@H](C(=O)O)CCN (2R)-2,4-diaminobutyric acid